C(C)(C)(C)OC(=O)N1C2CCC([C@H]1C(NC1=NC(=CC=C1C)Br)=O)CC2.ClC=2C(=NC=CC2)[Sn](CCCC)(CCCC)CCCC 3-chloro-2-(tributylstannyl)pyridine (S)-tert-Butyl-3-(6-bromo-3-methylpyridin-2-ylcarbamoyl)-2-azabicyclo[2.2.2]octane-2-carboxylate